(1R,3S,5S)-3-ethyl-N-(3-(5-fluoropyrimidin-2-yl)-4-(trifluoromethyl)phenyl)-1-(5-methyl-1,3,4-oxadiazol-2-yl)-6-azabicyclo[3.1.1]heptane-6-carboxamide C(C)[C@@H]1C[C@]2(N([C@@H](C1)C2)C(=O)NC2=CC(=C(C=C2)C(F)(F)F)C2=NC=C(C=N2)F)C=2OC(=NN2)C